4-(5-butyl-2-(4-methoxyphenyl)pyridin-3-yl)thiophene-2-carboxylic acid C(CCC)C=1C=C(C(=NC1)C1=CC=C(C=C1)OC)C=1C=C(SC1)C(=O)O